Terephthaloyl Chlorid C(C1=CC=C(C(=O)Cl)C=C1)(=O)Cl